N-(4-fluoro-5-(((2S,4R)-2-methyl-4-(quinolin-2-yloxy)pyrrolidin-1-yl)methyl)thiazol-2-yl)acetamide FC=1N=C(SC1CN1[C@H](C[C@H](C1)OC1=NC2=CC=CC=C2C=C1)C)NC(C)=O